C1(CC1)N(C(OC(C)(C)C)=O)C1CCN(CC1)C1=C2C=CN=NC2=C(C=C1)C(NC=1C=C(C=2N(C1)C(=CN2)C)F)=O tert-butyl N-cyclopropyl-N-[1-[8-[(8-fluoro-3-methyl-imidazo[1,2-a]pyridin-6-yl)carbamoyl]cinnolin-5-yl]-4-piperidyl]carbamate